[1,8]naphthyridin-3-carboxylate N1=CC(=CC2=CC=CN=C12)C(=O)[O-]